C(C)(C)(C)OC(=O)N1C(CNCC1)CO 1-tert-butoxycarbonyl-2-(hydroxymethyl)piperazine